COC1=C(CCN)C=C(C(=C1)SCCC)OC 2,5-dimethoxy-4-propylsulfanyl-phenethylamine